ethyl 4-amino-3-(tert-butoxycarbonylamino)cyclohexanecarboxylate NC1C(CC(CC1)C(=O)OCC)NC(=O)OC(C)(C)C